7-fluoro-1-hydroxy-1,3-dihydrobenzo[c][1,2]oxaborole-6-carboxylic acid 2,5-dioxopyrrolidin-1-yl ester O=C1N(C(CC1)=O)OC(=O)C=1C=CC2=C(B(OC2)O)C1F